[Cl-].C[N+](C)(C)CC N,N,N-trimethyl-2-ethylammonium chloride